N1(C=NC=C1)C1=CC=C(C=C1)C1=CC(=NN1)NC1=C(C2=C(NC=N2)C=C1)C N-(5-(4-(1H-imidazol-1-yl)phenyl)-1H-pyrazol-3-yl)-4-methyl-1H-benzo[d]imidazol-5-amine